C(C(C)C)NC1=NN2C(S1)=NC=C2C=2C=NC=C(C2)OC N-isobutyl-5-(5-methoxy-3-pyridyl)imidazo[2,1-b][1,3,4]thiadiazol-2-amine